vinyl-pyridazinone C(=C)C=1C(NN=CC1)=O